C1CC12CCN(CC2)C=2C=CC=1N(C2)N=CC1C(=O)N1[C@@H](C2=C(CC1)NC=N2)C=2OC1=C(N2)C=CC=C1F (S)-(6-(6-azaspiro[2.5]octan-6-yl)pyrazolo[1,5-a]pyridin-3-yl)(4-(7-fluorobenzo[d]oxazol-2-yl)-6,7-dihydro-1H-imidazo[4,5-c]pyridin-5(4H)-yl)methanone